S(SCCNC)CCNC 2,2'-disulfanediylbis(N-methylethan-1-amine)